6-Amino-3-(difluoromethyl)-7-(3-hydroxy-2,6-dimethyl-phenyl)benzimidazole-5-carboxamide NC=1C(=CC2=C(N=CN2C(F)F)C1C1=C(C(=CC=C1C)O)C)C(=O)N